NC=1C=C(C=C2C=C(N=CC12)NC(=O)[C@H]1[C@@H](C1)C#N)C1=C(C=C(C(=O)NCC(F)(F)F)C=C1)C 4-(8-amino-3-(trans-2-cyanocyclopropane-1-carboxamido)isoquinolin-6-yl)-3-methyl-N-(2,2,2-trifluoroethyl)benzamide